(E)-1-(3-cyclopropyl-5-iodo-7,8-dihydro-6H-cyclopenta[g]isoquinolin-7-yl)-3-(dimethylamino)prop-2-en-1-one C1(CC1)C=1N=CC2=CC3=C(C(=C2C1)I)CC(C3)C(\C=C\N(C)C)=O